C(C)(C)(C)C=1C=C(C=C(C1)C(COC)C)C(COC)C 5-tert-butyl-1,3-bis(2-methoxy-1-methylethyl)benzene